Cl.OC[C@H]1C[C@H](CN1)O (3R,5R)-5-(hydroxymethyl)pyrrolidine-3-ol hydrochloride